IC1=C(C=C2C(=NC(=NC2=C1)N(C)C)N)OC 7-iodo-6-methoxy-N2,N2-dimethylquinazoline-2,4-diamine